CC1=CC=CC(=N1)C1=NC=CC(=N1)NC1=NC(=NC=C1)NC=1C=C(C(=O)OC2CNC2)C=CC1 azetidin-3-yl 3-[[4-[[2-(6-methyl-2-pyridyl)pyrimidin-4-yl]amino]pyrimidin-2-yl]amino]benzoate